(2S)-2-[4,5-dichloro-2-(1,2-oxazol-3-yl)phenoxy]propanoic acid ClC1=CC(=C(O[C@H](C(=O)O)C)C=C1Cl)C1=NOC=C1